CC(CCC[C@@H](/C=C/[C@H]1[C@@H](C[C@H]2[C@@H]1C/C(=C/CCCC(=O)[O-])/O2)O)O)O The molecule is a prostaglandin carboxylic acid anion that is the conjugate base of 19-hydroxyprostaglandin I2, obtained by deprotonation of the carboxy group; major species at pH 7.3. It derives from a prostaglandin I2(1-). It is a conjugate base of a 19-hydroxyprostaglandin I2.